D-lactose OC1[C@H](O)[C@@H](O)[C@H](O[C@H]2[C@H](O)[C@@H](O)[C@@H](O)[C@H](O2)CO)[C@H](O1)CO